(9H-fluoren-9-yl)methyl (2-(4-ethyl-2-(N-(6-((4-((2-fluoroacrylamido)methyl)-1H-pyrazol-1-yl)methyl)-4-methoxybenzo[d]isoxazol-3-yl)sulfamoyl)phenoxy)ethyl)carbamate C(C)C1=CC(=C(OCCNC(OCC2C3=CC=CC=C3C=3C=CC=CC23)=O)C=C1)S(NC1=NOC2=C1C(=CC(=C2)CN2N=CC(=C2)CNC(C(=C)F)=O)OC)(=O)=O